4-Methoxyphenyl diphenylphosphinodithioate C1(=CC=CC=C1)P(=S)(SC1=CC=C(C=C1)OC)C1=CC=CC=C1